2-(5-bromo-1-methyl-1H-imidazol-2-yl)-5-chloro-3-(ethylsulfonyl)pyridine BrC1=CN=C(N1C)C1=NC=C(C=C1S(=O)(=O)CC)Cl